O1CCN(CC1)CCOC1=CC=C(/C=C/C=2C=C(C(=O)OC)C=CC2)C=C1 Methyl (E)-3-(4-(2-morpholinoethoxy)styryl)benzoate